C1=CC=CC=2C3=CC=CC=C3C(C12)COC(=O)N[C@@H](C(=O)NC=1N=C(N(C1)C)C(=O)OCC)CCNC(=O)OC(C)(C)C ethyl (R)-4-(2-((((9H-fluoren-9-yl)methoxy)carbonyl)amino)-4-((tert-butoxycarbonyl)amino)butanamido)-1-methyl-1H-imidazole-2-carboxylate